pyrimido[4,5-b]quinoline-4,5(3h,10h)-dione N1=CNC(C2=C1NC1=CC=CC=C1C2=O)=O